(1-cyclopropylazetidin-2-yl)methanol C1(CC1)N1C(CC1)CO